tert-Butyl N-(cyclohexylcarbamothioyl)carbamate C1(CCCCC1)NC(=S)NC(OC(C)(C)C)=O